COC(\C(=C\N(C)C)\C1=C(C=C(C(=C1)F)C#N)F)=O (E)-2-(4-cyano-2,5-difluorophenyl)-3-(dimethylamino)acrylic acid methyl ester